4-(((3-bromo-6,7-dihydrospiro[cyclopenta[d]pyrazolo[1,5-a]pyrimidine-5,4'-piperidine]-8-yl)amino)methyl)benzonitrile dihydrochloride Cl.Cl.BrC=1C=NN2C1N=C1C(=C2NCC2=CC=C(C#N)C=C2)CCC12CCNCC2